N\C(\C(=O)OCC)=C/C=1N=C(SC1)C ethyl (Z)-2-amino-3-(2-methyl-1,3-thiazol-4-yl)acrylate